O[C@@H](CN1CC2N(C(C1)C2)C(C)=O)[C@H]([C@@H]([C@@H](CO)O)O)O (3-((2S,3R,4R,5R)-2,3,4,5,6-pentahydroxyhexyl)-3,6-diazabicyclo[3.1.1]heptan-6-yl)ethan-1-one